2-methyl-9,12-dioxo-13-{3-[(1-oxoundecyl) oxy] propyl}-5-oxa-2,8,13-triazahexadec-10-en-16-yl undecanoate C(CCCCCCCCCC)(=O)OCCCN(C(C=CC(NCCOCCN(C)C)=O)=O)CCCOC(CCCCCCCCCC)=O